O-[2-Acetamido-2-deoxy-3-O-(β-D-galactopyranosyl)-α-D-galactopyranosyl]-L-threonine C(C)(=O)N[C@H]1[C@H](O[C@@H]([C@@H]([C@@H]1O[C@H]1[C@H](O)[C@@H](O)[C@@H](O)[C@H](O1)CO)O)CO)O[C@@H]([C@H](N)C(=O)O)C